C(C1CO1)OC(C(=C)C)=O.C(C=C)(=O)OCCCC.C=C ethylene n-butyl acrylate glycidyl-methacrylate